(5-methoxy-2-((3-(pyridin-3-yl)benzyl)oxy)phenyl)propanoic acid COC=1C=CC(=C(C1)C(C(=O)O)C)OCC1=CC(=CC=C1)C=1C=NC=CC1